CN1N=CC=C1C1=CC(=CS1)C(=O)N 5-(1-methyl-1H-pyrazol-5-yl)-3-thiophenecarboxamide